C(#N)C1=C(C=CC=C1)SC=1C=2N(C=C(C1)C=1C=NN(C1)C([2H])([2H])[2H])N=CC2C#N 4-((2-cyanophenyl)thio)-6-(1-(methyl-d3)-1H-pyrazol-4-yl)pyrazolo[1,5-a]pyridine-3-carbonitrile